(S)-2-(4-(6-(4-cyano-2-fluorobenzyloxy)pyridin-2-yl)-2-fluorobenzyl)-1-((tetrahydrofuran-2-yl)methyl)-1H-benzo[d]imidazole-6-carboxylic acid C(#N)C1=CC(=C(COC2=CC=CC(=N2)C2=CC(=C(CC3=NC4=C(N3C[C@H]3OCCC3)C=C(C=C4)C(=O)O)C=C2)F)C=C1)F